Tetramethylcyclotetrasiloxane C[Si]1O[Si](O[Si](O[Si](O1)C)C)C